(E)-2-(4-bromophenyl)-3-(2-(5-(quinolin-3-yl)-1,3,4-oxadiazol-2-yl)vinyl)-1,4,8-triazaspiro[4.5]decan-1,3-diene-8-carboxylic acid tert-butyl ester C(C)(C)(C)OC(=O)N1CCC2(N=C(C(=N2)C2=CC=C(C=C2)Br)\C=C\C=2OC(=NN2)C=2C=NC3=CC=CC=C3C2)CC1